4-(4-(N,N-bis(4-methoxybenzyl)sulfamoyl)benzyl)-3-phenyl-1H-pyrazole COC1=CC=C(CN(S(=O)(=O)C2=CC=C(CC=3C(=NNC3)C3=CC=CC=C3)C=C2)CC2=CC=C(C=C2)OC)C=C1